O(C1=CC=CC=C1)C1=C(C=CC=C1)C(C(=O)N1C(OC(C1)([2H])[2H])=O)=C 3-(2-(phenoxyphenyl)acryloyl)oxazolidin-2-one-5,5-d2